2,4-diamino-6-methoxypyrimidine NC1=NC(=CC(=N1)N)OC